FC1=C(C=CC=C1NS(NCCOC)(=O)=O)CC=1C(OC2=CC(=CC=C2C1C)OC1=NC=CC=C1F)=O 3-[[2-fluoro-3-(2-methoxyethylsulfamoylamino)phenyl]methyl]-7-[(3-fluoro-2-pyridyl)oxy]-4-methyl-chromen-2-one